COCC(C#CC1CCC(CC1)C(=O)OC)(C)C methyl 4-(4-methoxy-3,3-dimethyl-but-1-ynyl)cyclohexanecarboxylate